(S)-1-(tert-butyloxycarbonyl)-2,5-dihydro-1H-pyrrole C(C)(C)(C)OC(=O)N1CC=CC1